2-(6-acetyl-5-ethylsulfanyl-3-pyridyl)-2-methyl-propionitrile C(C)(=O)C1=C(C=C(C=N1)C(C#N)(C)C)SCC